C(C)(C)(C)OC(=O)N(C(OC(C)(C)C)=O)C=1N=NC(=CC1)C#C[Si](C)(C)C tert-butyl (tert-butoxycarbonyl)(6-((trimethylsilyl)ethynyl)pyridazin-3-yl)carbamate